N-(2,2'-dichloro-3'-(5-formyl-4-methoxypyrimidin-2-yl)-[1,1-biphenyl]-3-yl)-1-ethyl-5-methyl-4,5,6,7-tetrahydro-1H-imidazo[4,5-c]pyridine-2-carboxamide ClC1=C(C=CC=C1NC(=O)C=1N(C2=C(CN(CC2)C)N1)CC)C1=C(C(=CC=C1)C1=NC=C(C(=N1)OC)C=O)Cl